CC=1C(=NC=C(C1)C)N1CCN(CC1)C(=O)C1=CC=C(C=C1)C1(C(NC(N1C)=O)=O)C(C)C 5-{4-[4-(3,5-dimethylpyridin-2-yl)piperazine-1-carbonyl]phenyl}-5-isopropyl-1-methylimidazolidine-2,4-dione